C(C)(C)(C)OCCC(C(=O)OC(C)(C)C)N1C(C=C(C(=C1)OC)C1=C(C=CC(=C1)Cl)N1N=NC(=C1)Cl)=O tert-Butyl 4-tert-butoxy-2-{4-[5-chloro-2-(4-chloro-1H-1,2,3-triazol-1-yl)phenyl]-5-methoxy-2-oxopyridin-1(2H)-yl}butanoate